C(#C)C1CN(C1)C1C(CN(CC1)C(=O)OC(C)(C)C)O tert-butyl 4-(3-ethynylazetidin-1-yl)-3-hydroxypiperidine-1-carboxylate